(6-(piperazin-1-yl)pyridazin-3-yl)-1H-pyrazolo[3,4-d]pyrimidine-3,6-diamine N1(CCNCC1)C1=CC=C(N=N1)N1N=C(C=2C1=NC(=NC2)N)N